1-(3-(dimethylamino)propyl)-3-(4-(trifluoromethoxy)phenyl)-1H-indol CN(CCCN1C=C(C2=CC=CC=C12)C1=CC=C(C=C1)OC(F)(F)F)C